ClC1=CC=2N(C=C1)C=NC2CC(=O)NC2=NC=NC(=C2)NCC=2N=C1N(C=C(C=C1N1CCN(CC1)C)C1CC1)C2 2-(7-chloroimidazo[1,5-a]pyridin-1-yl)-N-(6-(((6-cyclopropyl-8-(4-methylpiperazin-1-yl)imidazo[1,2-a]pyridin-2-yl)methyl)amino)pyrimidin-4-yl)acetamide